2-(3-hydroxypropyl)-3,5,6-trimethylcyclohexa-2,5-diene-1,4-dione OCCCC=1C(C(=C(C(C1C)=O)C)C)=O